1-(5-(((2S,4S)-2-methylpiperidin-4-yl)methyl)benzo[d]isoxazol-3-yl)dihydropyrimidine-2,4(1H,3H)-dione C[C@@H]1NCC[C@@H](C1)CC=1C=CC2=C(C(=NO2)N2C(NC(CC2)=O)=O)C1